[N+](=O)([O-])C=1N=CN(C1)C1=CC=C(C#N)C=C1 4-(4-nitro-1H-imidazol-1-yl)benzonitrile